5-(bromomethyl)-1,2,3-trimethoxybenzene BrCC=1C=C(C(=C(C1)OC)OC)OC